OC1=CC=CC(=N1)C(=O)O 6-HYDROXYPICOLINIC ACID